FC(C1=NC=CC(=C1)N1CC2(CC1)CNCC2)(F)F 2-(2-(trifluoromethyl)pyridin-4-yl)-2,7-diazaspiro[4.4]nonane